N1N=CC(=C1)C1=CC=C2C=NC(=NC2=C1)NC=1C=C(C(=O)NC)C=CC1 3-((7-(1H-pyrazol-4-yl)quinazolin-2-yl)amino)-N-methylbenzamide